1-(4-bromophenyl)-3-(2,2,2-trifluoro-1-hydroxyethyl)pyridin-2(1H)-one BrC1=CC=C(C=C1)N1C(C(=CC=C1)C(C(F)(F)F)O)=O